Cl.CC1=C(C(=O)NC=2C(=CC(=C(C2)CC(=O)O)N2CC(CC2)C(=O)OC)C(F)(F)F)C(=CC(=C1)OCCC1=CC=CC=C1)C [5-{[2,6-dimethyl-4-(2-phenylethoxy)benzoyl]amino}-2-[3-(methoxycarbonyl)-1-pyrrolidinyl]-4-(trifluoromethyl)Phenyl]Acetic acid hydrochloride